Cl[Si](C)(C)C1C(=CC2=C(C=3OCCOC3C=C12)C1=CC(=CC(=C1)C)C)C(C)C chloro[9-(3,5-dimethylphenyl)-7-isopropyl-2,3-dihydro-6H-indeno[5,6-b][1,4]dioxin-6-yl]dimethylsilane